FC(C(=O)O)(F)F.FC1=C(C=CC(=C1C)OC1=CC2=C(N(N=N2)C)C(=C1)F)NC=1C2=C(N=CN1)C=CC(=N2)N2CCNCC2 N-(2-fluoro-4-((7-fluoro-1-methyl-1H-benzo[d][1,2,3]triazol-5-yl)oxy)-3-methylphenyl)-6-(piperazin-1-yl)pyrido[3,2-d]pyrimidin-4-amine 2,2,2-trifluoroacetate